OCCN(C1=CC=C(C=NNC2=CC=C(C(=O)O)C=C2)C=C1)C 4-(2-(4-((2-hydroxyethyl)(methyl)amino)benzylidene)hydrazino)benzoic acid